Cl.Cl.N1=CNCC2=CC=CC=C12 3,4-dihydro-quinazoline dihydrochloride